C(C)OC(=O)C1=CC(=NN1C)COC(F)F 3-((difluoromethoxy)methyl)-1-methyl-1H-pyrazole-5-carboxylic acid ethyl ester